CC=1SC(=C(N1)C)CN1C(N(C(C2=C1SC(=C2)S(=O)(=O)NC2(CC2)C)=O)CC=2C=NN(C2)C)=O 1-((2,4-Dimethylthiazol-5-yl)methyl)-3-((1-methyl-1H-pyrazol-4-yl)methyl)-N-(1-methylcyclopropyl)-2,4-dioxo-1,2,3,4-tetrahydrothieno[2,3-d]pyrimidine-6-sulfonamide